CN(C)C(C1N=[N+](C2=NC=CC=C21)[CH2-])=[N+](C)C [dimethylamino-(1-methanidyl-3H-pyrazolo[3,4-b]pyridin-1-ium-3-yl)methylene]-dimethyl-ammonium